1-(adamantan-1-yloxy)-3-(1,2,3,4-tetrahydroisoquinolin-2-yl)propan-2-ol C12(CC3CC(CC(C1)C3)C2)OCC(CN2CC3=CC=CC=C3CC2)O